ethylenediamine-d C(CN[2H])N[2H]